1-(6-methoxyquinazolin-4-yl)piperidine-3-carboxylic acid ethyl ester C(C)OC(=O)C1CN(CCC1)C1=NC=NC2=CC=C(C=C12)OC